tert-butyl (10-(((2-(2,6-dioxopiperidin-3-yl)-1-oxoisoindolin-5-yl)methyl)amino)-10-oxodecyl)carbamate O=C1NC(CCC1N1C(C2=CC=C(C=C2C1)CNC(CCCCCCCCCNC(OC(C)(C)C)=O)=O)=O)=O